O=C1NC(CCC1NC=1C=C(CN2CCN(CC2)C2=CC=C(C(=O)NC3=CC(=C(C=C3)C)NC3=NC=CC(=N3)C=3C=NC=CC3)C=C2)C=CC1)=O 4-(4-(3-((2,6-dioxopiperidin-3-yl)amino)benzyl)piperazin-1-yl)-N-(4-methyl-3-((4-(pyridin-3-yl)pyrimidin-2-yl)amino)phenyl)benzamide